C1(CCCCCC1)NC(OC1=CC(=C(C=C1)O)C=1C=NC=C(C1)C1=NC=NN1COCC[Si](C)(C)C)=O 4-hydroxy-3-(5-(1-((2-(trimethylsilyl)ethoxy)methyl)-1H-1,2,4-triazol-5-yl)pyridin-3-yl)phenyl cycloheptylcarbamate